OC[C@@H]([C@H]([C@H]([C@@H](C=O)O)O)O)O 6-hydroxy-L-fucose